N-(2-(5-(2-acetamidopyridin-4-yl)-2-(methylthio)-1H-imidazol-4-yl)phenyl)-3-phenylpropanamide C(C)(=O)NC1=NC=CC(=C1)C1=C(N=C(N1)SC)C1=C(C=CC=C1)NC(CCC1=CC=CC=C1)=O